N-[(3R,6S)-6-[[(tert-butyldimethylsilyl)oxy]methyl]-5-methyl-1,2,3,6-tetrahydropyridin-3-yl]-2-nitro-N-(prop-2-en-1-yloxy)benzene-1-sulfonamide [Si](C)(C)(C(C)(C)C)OC[C@@H]1C(=C[C@H](CN1)N(S(=O)(=O)C1=C(C=CC=C1)[N+](=O)[O-])OCC=C)C